6-methyl-2-{[4-(4-methylpiperazin-1-yl)phenyl]amino}-8-(1,3-oxazol-5-ylmethyl)-5-[2-(triisopropylsilyl)ethynyl]pyrido[2,3-d]pyrimidin-7-one CC1=C(C2=C(N=C(N=C2)NC2=CC=C(C=C2)N2CCN(CC2)C)N(C1=O)CC1=CN=CO1)C#C[Si](C(C)C)(C(C)C)C(C)C